2-[(2-methyl-1-oxo-2-propen-1-yl)amino]-2-propanesulfonic acid CC(C(=O)NC(C)(C)S(=O)(=O)O)=C